C1=CC=CC=2OC3=CC=CC=C3C3(C12)C1=CC(=CC=C1C=1C=CC(=CC13)N(C1=CC=C(C=C1)N)C1=CC=C(C=C1)OC)N(C1=CC=C(C=C1)N)C1=CC=C(C=C1)OC N1,N1'-(spiro[fluorene-9,9'-xanthene]-2,7-diyl)bis(N1-(4-methoxyphenyl)benzene-1,4-diamine)